NC=1C=C(C=CC1)[C@H]1CN(CCC1CO)C(=O)OC(C)(C)C (S)-tert-butyl 3-(3-aminophenyl)-4-(hydroxymethyl)piperidine-1-carboxylate